2-(2-methoxyphenyl)thiazole-5-carboxylic acid ethyl ester C(C)OC(=O)C1=CN=C(S1)C1=C(C=CC=C1)OC